(S)-tert-butyl 4-(6-cyclopropyl-7-(4-fluorophenyl)-1-(2-isopropyl-4-methylpyridin-3-yl)-2-oxo-1,2-dihydropyrido[2,3-d]pyrimidin-4-yl)-3-methylpiperazine-1-carboxylate C1(CC1)C1=CC2=C(N(C(N=C2N2[C@H](CN(CC2)C(=O)OC(C)(C)C)C)=O)C=2C(=NC=CC2C)C(C)C)N=C1C1=CC=C(C=C1)F